OC1CN(CC1)C(=O)[O-] 3-hydroxy-pyrrolidine-1-carboxylate